ClC1=C(C(=O)Cl)C(=CC(=N1)Cl)C(F)(F)F 2,6-dichloro-4-trifluoromethyl-nicotinoyl chloride